4-((1-(2,6-dioxopiperidin-3-yl)-2-oxo-1,2-dihydrobenz[cd]indol-6-yl)methyl)benzaldehyde O=C1NC(CCC1N1C(C2=C3C(C(=CC=C13)CC1=CC=C(C=O)C=C1)=CC=C2)=O)=O